2-[[2-[2-[(5-Bromo-4-fluoro-2-iodo-phenyl)methoxy]ethyl]-4-chloro-6-fluoro-phenyl]methoxy]-6-chloro-pyridine BrC=1C(=CC(=C(C1)COCCC1=C(C(=CC(=C1)Cl)F)COC1=NC(=CC=C1)Cl)I)F